6,7-dibromo-2,3-dicyanoquinoxaline BrC=1C=C2N=C(C(=NC2=CC1Br)C#N)C#N